N-methyl-N-[4-methyl-2-(3-pyridyl)thiazol-5-yl]-3-methylthiopropanamide tert-butyl-benzyl(1-methoxypentan-3-yl)carbamate C(C)(C)(C)OC(N(C(CCOC)CC)CC1=CC=CC=C1)=O.CN(C(CCC)=S)C1=C(N=C(S1)C=1C=NC=CC1)C